O=C1NC(CCC1N1C(C2=CC(=C(C=C2C1)N1CCN(CC1)C(=O)OC(C)(C)C)F)=O)=O Tert-butyl 4-(2-(2,6-dioxopiperidin-3-yl)-6-fluoro-1-oxoisoindolin-5-yl)-piperazine-1-carboxylate